N-(4-((7-chloro-1-methyl-2-((1-methyl-2-oxo-5-(trifluoromethyl)-1,2-dihydropyridin-3-yl)amino)-1H-imidazo[4,5-d]pyridin-6-yl)oxy)pyridin-2-yl)acetamide ClC=1C(=NC=C2C1N(C(=N2)NC=2C(N(C=C(C2)C(F)(F)F)C)=O)C)OC2=CC(=NC=C2)NC(C)=O